1-Dodecyl-1-butylpiperidinium chlorid [Cl-].C(CCCCCCCCCCC)[N+]1(CCCCC1)CCCC